3-[(2,6-dioxo-3-piperidyl)methylamino]benzenesulfonyl chloride O=C1NC(CCC1CNC=1C=C(C=CC1)S(=O)(=O)Cl)=O